NC(CN1N=C(C=C1)COC1=CC=CC(=N1)C1=CC(=C(C=C1F)CC=1N(C2=C(N1)C=CC(=C2)C(=O)O)C[C@H]2OCC2)F)=O 2-[[4-[6-[[1-(2-amino-2-oxo-ethyl)pyrazol-3-yl]methoxy]-2-pyridyl]-2,5-difluorophenyl]methyl]-3-[[(2S)-oxetan-2-yl]methyl]benzimidazole-5-carboxylic acid